(S)-6-(6'-bromo-5'-fluoro-2-oxo-2',3'-dihydrodispiro[oxazolidine-4,1'-naphthalene-4',2''-[1,3]dithiolan]-3-yl)-5-(difluoromethoxy)nicotinonitrile BrC=1C(=C2C(=CC1)[C@]1(CCC23SCCS3)N(C(OC1)=O)C1=NC=C(C#N)C=C1OC(F)F)F